ethyl (E)-2-(ethoxymethyl)-3-methoxyacrylate C(C)OC/C(/C(=O)OCC)=C\OC